N-[2-(benzenesulfonyloxy)phenyl]-N'-[2-(2-naphthalenesulfonyloxy)phenyl]urea C1(=CC=CC=C1)S(=O)(=O)OC1=C(C=CC=C1)NC(=O)NC1=C(C=CC=C1)OS(=O)(=O)C1=CC2=CC=CC=C2C=C1